FC(C1N(CCC2=CC=CC=C12)C1=CC=CC=C1)F 1-(difluoromethyl)-2-phenyl-1,2,3,4-tetrahydroisoquinoline